2-(3-chlorobenzyl)cyclopentyl ((2S)-3-cyclohexyl-1-((1-(8-(methylsulfonyl)-2-oxo-1,8-diazaspiro[4.5]decan-3-yl)-3-oxopropan-2-yl)amino)-1-oxopropan-2-yl)carbamate C1(CCCCC1)C[C@@H](C(=O)NC(CC1C(NC2(C1)CCN(CC2)S(=O)(=O)C)=O)C=O)NC(OC2C(CCC2)CC2=CC(=CC=C2)Cl)=O